3,4-dibutoxy-thiophene C(CCC)OC1=CSC=C1OCCCC